2-((2-isopropyl-4-methoxyphenyl)ethynyl)thiazole C(C)(C)C1=C(C=CC(=C1)OC)C#CC=1SC=CN1